7-(1,5-dimethyl-1H-pyrazol-3-yl)-4-(5-(4-(2-oxopyrrolidin-1-yl)phenyl)pyridin-3-yl)-8,9-dihydropyrido[3',2':4,5]pyrrolo[1,2-a]pyrazin-6(7H)-one CN1N=C(C=C1C)N1C(C=2N(CC1)C1=C(C2)C(=CC=N1)C=1C=NC=C(C1)C1=CC=C(C=C1)N1C(CCC1)=O)=O